C(C)(C)N1CCC(CC1)C=1C=CC(=C(C(=O)N[C@H](C)C2=CC(=CC(=C2)C=2C=NN(C2)C)OC)C1)C 5-(1-isopropyl-4-piperidyl)-N-[(1R)-1-[3-methoxy-5-(1-methylpyrazol-4-yl)phenyl]ethyl]-2-methyl-benzamide